6,10,14-trimethylpentadecane-4,5-dien-2-one CC(=C=CCC(C)=O)CCCC(CCCC(C)C)C